C1N(CC12CCNCC2)C2=CC=C(C(=O)[O-])C=C2 4-(2,7-diazaspiro[3.5]nonan-2-yl)benzoate